C(C1=CC=CC=C1)N1C(=C(C=C1C)C(C(CC1=CC=CC=C1)N1C=C(C=CC1=O)C#N)=O)C 1-(1-(1-benzyl-2,5-dimethyl-1H-pyrrol-3-yl)-1-oxo-3-phenylpropan-2-yl)-6-oxo-1,6-dihydropyridine-3-carbonitrile